cesium methyl-anthracenesulfonic acid Francium [Fr].CC1=C(C2=CC3=CC=CC=C3C=C2C=C1)S(=O)(=O)O.[Cs]